N-(3-((4-aminophenyl)(cyclopropylmethyl-amino)methyl)phenyl)-3-(trifluoromethyl)-1H-pyrazole-5-carboxamide NC1=CC=C(C=C1)C(C=1C=C(C=CC1)NC(=O)C1=CC(=NN1)C(F)(F)F)NCC1CC1